7-fluoro-2,3-dihydroinden-1-one FC=1C=CC=C2CCC(C12)=O